C(C)(=O)N[C@@H](C(=O)O)C(C)(C)S (S)-2-acetamido-3-mercapto-3-methylbutanoic acid